BrC1=CC=C(C=C1)C1=NN=C(O1)S 5-(4-bromophenyl)-2-mercapto-1,3,4-oxadiazole